C1(CCCCC1)N1N=NC(=C1)C1=NC(=NC=C1)NC1=CC=C(C=C1)N1CCN(CC1)C 4-(1-cyclohexyl-1H-1,2,3-triazol-4-yl)-N-(4-(4-methylpiperazin-1-yl)phenyl)pyrimidin-2-amine